tert-butyl 4-[4-[5-acetyl-3-[7-methyl-6-(1-methylpyrazol-4-yl)-3,4-dihydro-2H-quinolin-1-yl]-6,7-dihydro-4H-pyrazolo[4,3-c]pyridin-1-yl]piperidine-1-carbonyl]piperidine-1-carboxylate C(C)(=O)N1CC2=C(CC1)N(N=C2N2CCCC1=CC(=C(C=C21)C)C=2C=NN(C2)C)C2CCN(CC2)C(=O)C2CCN(CC2)C(=O)OC(C)(C)C